CC1=NC=NC(=C1C(=O)N[C@@H](CCOC1CC(C1)CCC1=NC=2NCCCC2C=C1)C(=O)O)C N-(4,6-dimethylpyrimidine-5-carbonyl)-O-(3-(2-(5,6,7,8-tetrahydro-1,8-naphthyridin-2-yl)ethyl)cyclobutyl)homoserine